OC1=C(C(N(C2=CC=CC(=C12)OC)C)=O)C(=O)N(C1=CC=C(C=C1)C(F)(F)F)C 4-hydroxy-5-methoxy-N,1-dimethyl-2-oxo-N-[4-(trifluoromethyl)phenyl]quinoline-3-carboxamide